1-(2-bromo-3-pyridinyl)-3-[2-[3-(trifluoromethoxy)phenoxy]pyrimidin-5-yl]urea BrC1=NC=CC=C1NC(=O)NC=1C=NC(=NC1)OC1=CC(=CC=C1)OC(F)(F)F